dimethylsulfonium iodide salt [I-].C[SH+]C